(2S)-N-(3-chlorobenzyl)-4-(4,4-dimethyl-5-phenyl-4,5-dihydro-1,3-oxazol-2-yl)-1-(N2,N2,N6,N6-tetramethyl-D-lysyl)piperazine-2-carboxamide ClC=1C=C(CNC(=O)[C@H]2N(CCN(C2)C=2OC(C(N2)(C)C)C2=CC=CC=C2)C([C@H](N(C)C)CCCCN(C)C)=O)C=CC1